ClC=1N=C(C2=C(N1)CC[S+]2[O-])NC2COC2 2-chloro-N-(oxetan-3-yl)-5-oxido-6,7-dihydro-thieno[3,2-d]pyrimidin-5-ium-4-amine